tert-butyl (2S,6S*)-2-{[(1S)-1-cyano-2-[4-(3-methyl-2-oxo-2,3-dihydro-1,3-benzoxazol-5-yl)phenyl]ethyl]carbamoyl}-6-hydroxy-6-methyl-1,4-oxazepane-4-carboxylate C(#N)[C@H](CC1=CC=C(C=C1)C=1C=CC2=C(N(C(O2)=O)C)C1)NC(=O)[C@H]1OC[C@@](CN(C1)C(=O)OC(C)(C)C)(C)O |o1:27|